ethyl 2-amino-4-methyl-6,7-dihydro-5H-cyclopenta[b]pyridine-3-carboxylate NC1=C(C(=C2C(=N1)CCC2)C)C(=O)OCC